5-[1-(phenyl)propoxymethyl]uracil C1(=CC=CC=C1)C(CC)OCC=1C(NC(NC1)=O)=O